ClC1=CC=C(C=C1)C1(OC(C=2C(=C3C4=C(C(OC3=CC2CCCCC)(C)C)C=CC(=C4)C)O1)=O)CC(C)=O 2-(4-Chlorophenyl)-8,8,11-trimethyl-2-(2-oxopropyl)-5-pentyl-4H,8H-benzo[c][1,3]dioxino[4,5-f]chromen-4-on